FC1=C(C=C(C=C1)CCN[C@H](C1=CC=CC=C1)[C@H]1CNC2=C(N1)N=CC(=C2)F)[C@@H](C(=O)O)C |o1:28| (S or R)-2-(2-fluoro-5-(2-(((R)-((R)-7-fluoro-1,2,3,4-tetrahydropyrido[2,3-b]pyrazin-3-yl)(phenyl)methyl)amino)ethyl)phenyl)propanoic acid